[Zn].[Cu].N1=C(C=CC=C1)C1=NC=CC=C1 bipyridyl copper-zinc